tert-Butyl 4-(3-((1-ethyl-4-(3-(pyridin-3-yl)-1H-pyrazol-4-yl)pyrimidin-2-yl)amino)benzoyl)piperazine-1-carboxylate C(C)N1C(N=C(C=C1)C=1C(=NNC1)C=1C=NC=CC1)NC=1C=C(C(=O)N2CCN(CC2)C(=O)OC(C)(C)C)C=CC1